1-cyclopentyl-7-((1-(methylsulfonyl)piperidin-4-yl)amino)-2-oxo-1,2-dihydro-1,6-naphthyridine-3-carbonitrile C1(CCCC1)N1C(C(=CC2=CN=C(C=C12)NC1CCN(CC1)S(=O)(=O)C)C#N)=O